COC1=C(C=C(C=C1)OC)[C@@H](CNCC1=CC(=CC(=C1)C)F)O (S)-1-(2,5-dimethoxyphenyl)-2-((3-fluoro-5-methylbenzyl)amino)ethan-1-ol